(S)-3-(1-amino-6-cyano-1,3-dihydrospiro[indene-2,4'-piperidin]-1'-yl)-6-(2,3-dichlorophenyl)-5-methylpyrazine-2-carboxylic acid ethyl ester C(C)OC(=O)C1=NC(=C(N=C1N1CCC2(CC1)[C@@H](C1=CC(=CC=C1C2)C#N)N)C)C2=C(C(=CC=C2)Cl)Cl